HydroQuinone C1(O)=CC=C(O)C=C1